2-Propyl-4-phenyl-6-butylphenol C(CC)C1=C(C(=CC(=C1)C1=CC=CC=C1)CCCC)O